O=C1NC(CCC1N1C(C2=C(C=C(C=C2C1)N1CCN(CC1)CC1CCN(CC1)C1=CC=C(C=C1)C1CCN(CC1)C=1C=CC(=C2C(=CNC12)C#N)C)OC)=O)=O 7-(4-{4-[4-({4-[2-(2,6-Dioxopiperidin-3-yl)-7-methoxy-1-oxo-2,3-dihydro-1H-isoindol-5-yl]piperazin-1-yl}methyl)piperidin-1-yl]phenyl}piperidin-1-yl)-4-methyl-1H-indole-3-carbonitrile